O-tert-Butyl (S)-(N-(4-((3-chloro-4-fluorophenyl)carbamoyl)-7-fluoro-2,3-dihydro-1H-inden-1-yl)sulfamoyl)carbamate ClC=1C=C(C=CC1F)NC(=O)C1=C2CC[C@@H](C2=C(C=C1)F)NS(=O)(=O)NC(OC(C)(C)C)=O